tin indium gallium zinc [Zn].[Ga].[In].[Sn]